O.ClC1=C(C(=O)N2COC3=C(C2)C=CC=C3C3=CC(=C(C(=O)O)C=C3F)N3C2COCC3CC2)C(=CC(=C1)OCCOC)Cl 4-[3-[2,6-dichloro-4-(2-methoxyethoxy)benzoyl]-2,4-dihydro-1,3-benzoxazin-8-yl]-5-fluoro-2-(3-Oxa-8-azabicyclo[3.2.1]octan-8-yl)benzoic acid hydrate